5-bromo-2-(1-methyl-cyclopropylmethoxy)-pyridine BrC=1C=CC(=NC1)OCC1(CC1)C